Tert-butyl (3-((1r,3r)-3-(bromomethyl)cyclobutoxy)propyl)(methyl)carbamate BrCC1CC(C1)OCCCN(C(OC(C)(C)C)=O)C